O=C1N(C=CC(=C1)C(=O)OC)CC1=CC=C(C=C1)C1=NOC(=N1)C(F)(F)F methyl 1,2-dihydro-2-oxo-1-[[4-[5-(trifluoromethyl)-1,2,4-oxadiazol-3-yl] phenyl] methyl]-4-pyridinecarboxylate